FC(COCCN1C=CC2=CC(=CC=C12)NC(C=C)=O)(F)F N-(1-(2-(2,2,2-trifluoro-ethoxy)ethyl)-1H-indol-5-yl)acrylamide